FC1([C@H](CN(C1)C)NC1=NN2C(C(=N1)OC)=C(C=C2)C=2C=C(C1=C(N(C(=N1)C)CC(F)F)C2)F)F (S)-N-(4,4-difluoro-1-methylpyrrolidin-3-yl)-5-(1-(2,2-difluoroethyl)-4-fluoro-2-methyl-1H-benzo[d]imidazol-6-yl)-4-methoxypyrrolo[2,1-f][1,2,4]triazin-2-amine